C(N)(=O)C1=C(N(N=C1C1=C(C(=C(C=C1)CC(=O)NC1=CC(=NO1)C1CC(C1)(C)C)F)Cl)C(C)C)NC(OC(C)(C)C)=O tert-Butyl N-[4-carbamoyl-5-[2-chloro-4-[2-[[3-(3,3-dimethylcyclobutyl)isoxazol-5-yl]amino]-2-oxo-ethyl]-3-fluoro-phenyl]-2-isopropyl-pyrazol-3-yl]carbamate